3-(2-hydroxybenzenyl)-6,8-dimethoxychroman-4-one OC1=C(C=CC=C1)C1COC2=C(C=C(C=C2C1=O)OC)OC